[V+4].C(C)(=O)CC(C)=O acetylacetone vanadium (IV)